C1(=CC=CC2=CC=CC=C12)S(=O)(=O)O Naphthalensulfonic acid